NC1(CCN(CC1)C=1C2=C(N=CN1)NC=C2)C(=O)NC(C2=CC=CC=C2)C2=CC=C(C=C2)Cl 4-amino-N-[(4-chlorophenyl)(phenyl)methyl]-1-(7H-pyrrolo[2,3-d]pyrimidin-4-yl)piperidine-4-carboxamide